6-(4-(4-iodophenyl)butanamido)hexanoate IC1=CC=C(C=C1)CCCC(=O)NCCCCCC(=O)[O-]